CN1S(N(CC1)C)(=O)=O 2,5-dimethyl-1,2,5-thiadiazolidine 1,1-dioxide